C(C#C)C1C(CC(CC1C1=CC=C(C=C1)C(F)(F)F)=O)=O 4-(prop-2-yn-1-yl)-5-(4-(trifluoromethyl)phenyl)cyclohexane-1,3-dione